COC1CCC(CC1)C1=NN(C2=C1N=C(N=C2)NC=2C(=CC=1N(C2)N=CN1)C)C 3-((1r,4r)-4-methoxycyclohexyl)-1-methyl-N-(7-methyl-[1,2,4]triazolo[1,5-a]pyridin-6-yl)-1H-pyrazolo[4,3-d]pyrimidin-5-amine